C1=CC=CC=2C3=CC=CC=C3C(C12)COC(=O)N[C@@H](CC1=CC=CC(=N1)C=1SC=C(N1)C(=O)OCC=C)C(=O)OC(C)(C)C allyl (S)-2-(6-(2-((((9H-fluoren-9-yl)methoxy)carbonyl)amino)-3-(tert-butoxy)-3-oxopropyl)pyridin-2-yl)thiazol-4-carboxylate